4-[(3-chloro-4-fluoro-phenyl)amino]-6-(1-methyl-piperidin-4-yloxy)-7-methoxy-quinazoline ClC=1C=C(C=CC1F)NC1=NC=NC2=CC(=C(C=C12)OC1CCN(CC1)C)OC